2'-Chloro-4-hydroxyl-5'-methyl-6-(methyl-d3)-2H-[1,4'-bipyridine]-2-one ClC1=NC=C(C(=C1)N1C(C=C(C=C1C([2H])([2H])[2H])O)=O)C